ClC=1C=C2C(=CC=NC2=CC1)NC1=CC(=CC(=C1)C=1SC=C(C1)C)OC 6-Chloro-N-(3-Methoxy-5-(4-Methylthiophen-2-yl)phenyl)quinolin-4-amine